C(C)(C)(C)C(C(=O)OC[C@@H]1[C@H]([C@H]([C@@H](O1)N1CN=C2C(N)(N=CN=C12)C)O)O)C1CCN(CC1)C1=CC=CC=2N(CCOC21)C2C(NC(CC2)=O)=O 6-methyl-adenosine tert-butyl-2-[1-[4-(2,6-dioxo-3-piperidyl)-2,3-dihydro-1,4-benzoxazin-8-yl]-4-piperidyl]acetate